(S)-N-(2,4-Dimethoxybenzyl)-2,6-difluoro-4-(3-((2-hydroxyethyl)(methyl)amino)-3-(3-(trifluoromethyl)phenethyl)piperidin-1-yl)-N-(pyrimidin-4-yl)benzenesulfonamide COC1=C(CN(S(=O)(=O)C2=C(C=C(C=C2F)N2C[C@@](CCC2)(CCC2=CC(=CC=C2)C(F)(F)F)N(C)CCO)F)C2=NC=NC=C2)C=CC(=C1)OC